C(#C)C1=CC(=C(C=C1)C(F)(F)F)F 4-ethynyl-2-fluoro-1-(trifluoromethyl)benzene